ClC1=CC2=C(N=C(O2)C2=CC=C(C=C2)C=2N=CC(=NC2)NC(C)=O)C=C1 N-(5-(4-(6-chlorobenzo[d]oxazol-2-yl)phenyl)pyrazin-2-yl)acetamide